OC=1C(=NC=C(C1)C1=CC(=CC=C1)C(=O)N1CCCC1)C(=O)NCC(=O)O ({3-Hydroxy-5-[3-(pyrrolidine-1-carbonyl)phenyl]-pyridine-2-carbonyl}amino)-acetic acid